2-(2,6-dichlorophenyl)-4-(acetoxy)-5-amino-3(2H)-furanone ClC1=C(C(=CC=C1)Cl)C1OC(=C(C1=O)OC(C)=O)N